Cl.C(CCC)(N)N butanediamine hydrochloride